1-(5-(3-bromo-6-chloro-7-fluoro-5-methoxy-1-methyl-1H-indol-2-yl)-4H-1,2,4-triazol-3-yl)-2-methoxyethanol BrC1=C(N(C2=C(C(=C(C=C12)OC)Cl)F)C)C=1NC(=NN1)C(COC)O